CC(CCOC(\C=C\C1=CC=C(C=C1)OC)=O)CCC1=CC=CC=C1 3-Methyl-5-phenylpentyl-(E)-3-(4-methoxyphenyl)acrylat